bis-[3-(methyldiethoxysilyl) propyl] tetrasulfide C[Si](CCCSSSSCCC[Si](OCC)(OCC)C)(OCC)OCC